2-bromo-3,5-difluorobenzoic acid BrC1=C(C(=O)O)C=C(C=C1F)F